(Z)-6-undecenenitrile C(CCCC\C=C/CCCC)#N